(R)-(5-(tert-butyl)-1,3,4-oxadiazol-2-yl)(4-(4-fluoropyrazolo[1,5-a]pyridin-2-yl)-6,7-dihydro-1H-imidazo[4,5-c]pyridin-5(4H)-yl)methanone C(C)(C)(C)C1=NN=C(O1)C(=O)N1[C@H](C2=C(CC1)NC=N2)C2=NN1C(C(=CC=C1)F)=C2